N=1N=CN2C1C=CC(=C2)C2=CNC=1N=C(N=CC12)NC1CC2(C1)CCN(CC2)C(C)=O 1-(2-((5-([1,2,4]triazolo[4,3-a]pyridin-6-yl)-7H-pyrrolo[2,3-d]pyrimidin-2-yl)amino)-7-azaspiro[3.5]nonan-7-yl)ethan-1-one